((2-(3'-(7-cyano-5-((3-hydroxy-3-methyl-[1,3'-biazetidin]-1'-yl)methyl)benzo[d]oxazol-2-yl)-2,2'-dimethyl-[1,1'-biphenyl]-3-yl)-6-(difluoromethoxy)benzo[d]oxazol-5-yl)methyl)-L-proline C(#N)C1=CC(=CC=2N=C(OC21)C=2C(=C(C=CC2)C2=C(C(=CC=C2)C=2OC1=C(N2)C=C(C(=C1)OC(F)F)CN1[C@@H](CCC1)C(=O)O)C)C)CN1CC(C1)N1CC(C1)(C)O